6-Bromo-7-fluoro-1-benzothiophene-2-carboxylic acid ethyl ester C(C)OC(=O)C=1SC2=C(C1)C=CC(=C2F)Br